3-propyl hydroxybenzoate OC1=C(C(=O)OCCC)C=CC=C1